Cl.COC=1C=C2CC3(CCNCC3)[C@@H](C2=CC1)N (1S)-5-methoxy-spiro[indan-2,4'-piperidine]-1-amine hydrochloride